6-propylpyrazolo[1,5-a]pyridine C(CC)C=1C=CC=2N(C1)N=CC2